5-chloro-N2-(2-methoxy-6-(4-(4-methylpiperazin-1-yl)piperidin-1-yl)pyridin-3-yl)-N4-(2-((methylsulfonyl)methyl)phenyl)pyrimidine-2,4-diamine ClC=1C(=NC(=NC1)NC=1C(=NC(=CC1)N1CCC(CC1)N1CCN(CC1)C)OC)NC1=C(C=CC=C1)CS(=O)(=O)C